C(C)(C)(C)OC(=O)N1C(=CC=2C1=NC(=CC2)Cl)C=2C(=NC=CC2)C(F)(F)F 6-chloro-2-(2-(trifluoromethyl)pyridin-3-yl)-1H-pyrrolo[2,3-b]pyridine-1-carboxylic acid tert-butyl ester